C1(=CC=CC=C1)C(C(=O)O)(CC(=O)O)C1=CC=CC2=CC=CC=C12 2-phenyl-2-(naphthalen-yl)butanedioic acid